7,10,13-hexadecatrienal C(CCCCCC=CCC=CCC=CCC)=O